(4-methoxybenzyl)-6-(methylthio)-4H-isothiazolo[5',4':4,5]pyrrolo[2,3-d]pyrimidine COC1=CC=C(CC2=NSC3=C2NC=2N=C(N=CC23)SC)C=C1